8-(3'-(7-cyano-5-((2-hydroxypropyl-amino)methyl)benzo[d]oxazol-2-yl)-2,2'-dimethylbiphenyl-3-ylamino)-1,7-naphthyridin C(#N)C1=CC(=CC=2N=C(OC21)C=2C(=C(C=CC2)C2=C(C(=CC=C2)NC=2N=CC=C1C=CC=NC21)C)C)CNCC(C)O